3-(1'-(benzo[d]thiazol-6-ylmethyl)-6-oxo-6,8-dihydro-2H,7H-spiro[furo[2,3-e]isoindole-3,4'-piperidin]-7-yl)piperidine-2,6-dione S1C=NC2=C1C=C(C=C2)CN2CCC1(CC2)COC2=C3CN(C(C3=CC=C21)=O)C2C(NC(CC2)=O)=O